S1[As](SCC1)C1=CC=C(C=C1)N(C(=O)C=1N=NN(N1)CC1=CC=CC=C1)CC1CCN(CC1)CC N-(4-(1,3,2-dithiarsolan-2-yl)phenyl)-2-benzyl-N-((1-ethylpiperidin-4-yl)methyl)-2H-tetrazole-5-carboxamide